FC(S(=O)(=O)[O-])(F)F.C(C1CO1)[N+](C)(C)C glycidyltrimethylammonium trifluoromethanesulfonate